bicyclo[2.2.2]octane-1,4-dicarboxylic acid (4-aminomethyl-phenyl)-amide [5-(1,2,3,6-tetrahydro-pyridin-4-yl)-pyrazin-2-yl]-amide N1CCC(=CC1)C=1N=CC(=NC1)NC(=O)C12CCC(CC1)(CC2)C(=O)NC2=CC=C(C=C2)CN